Cl.FC=1C=C(C=C(C1)F)CC1(CCNCC1)C#N 4-[(3,5-difluorophenyl)methyl]piperidine-4-carbonitrile hydrochloride